2-(methylsulfanyl)-4-{[(2S)-1-(tetrahydro-2H-pyran-2-yloxy)propan-2-yl]amino}pyrimidine-5-carbaldehyde CSC1=NC=C(C(=N1)N[C@H](COC1OCCCC1)C)C=O